COC1=C(C=CC(=C1OC)OC)CN1CCN(CC1)CCO 2-[4-[(2,3,4-trimethoxyphenyl)methyl]piperazin-1-yl]ethanol